C(C1=CC=CC=C1)C1=CN(C2=CC(=CC=C12)OC)CC1=C(C=CC=C1)OC 3-benzyl-6-methoxy-1-(2-methoxybenzyl)-1H-indole